C(C)(C)(C)OC1=CC=C(C=C1)C=1C(=C(C=CC1)[SH+]C1=CC=CC=C1)C1=CC=C(C=C1)OC(C)(C)C bis(4-t-butoxyphenyl)diphenylsulfonium